CC=1N=C2N(N=C(C=C2)C2=CNC=3N=C(N=CC32)NC3CCN(CC3)C)C1 5-(2-methylimidazo[1,2-b]pyridazin-6-yl)-N-(1-methylpiperidin-4-yl)-7H-pyrrolo[2,3-d]pyrimidin-2-amine